5-([1,1'-biphenyl]-4-yl-2,3',6-d3)-5,8-dihydroindolo[2,3-c]carbazole-1,2,3,4,6,7,9,10,11,12-d10 C=1(C(=CC(=CC1[2H])N1C2=C(C(=C(C(=C2C=2C1=C(C(=C1NC3=C(C(=C(C(=C3C21)[2H])[2H])[2H])[2H])[2H])[2H])[2H])[2H])[2H])[2H])[2H])C2=CC(=CC=C2)[2H]